N-(3-chloro-4-((cyclopropylmethyl)amino)phenyl)-N-(3,3-dimethyl-1-morpholino-1-oxobutan-2-yl)propiolamide ClC=1C=C(C=CC1NCC1CC1)N(C(C#C)=O)C(C(=O)N1CCOCC1)C(C)(C)C